P(=O)(O)(O)O.CC1=NNC=C1C 3,4-dimethylpyrazole phosphate salt